7H-pyrrolo[3,4-b]pyridine hydrochloride Cl.N1=C2C(=CC=C1)C=NC2